(S)-N-((R)-(5-chloro-6-(difluoromethyl)pyridin-2-yl)(5-chloro-6-(trifluoromethyl)pyridin-3-yl)methyl)-2-oxoimidazolidine-4-carboxamide ClC=1C=CC(=NC1C(F)F)[C@H](NC(=O)[C@H]1NC(NC1)=O)C=1C=NC(=C(C1)Cl)C(F)(F)F